O=C1[C@@H]2CN([C@H](C1)C2)C(CC=2C(OC1=C(C2C)C=C(C(=C1C=O)O)OC)=O)=O 3-(2-((1S,4S)-2-oxo-5-azabicyclo[2.2.1]heptan-5-yl)-2-oxoethyl)-7-hydroxy-6-methoxy-4-methyl-2-oxo-2H-benzopyran-8-carbaldehyde